lithium oxyiodide O(I)I.[Li]